ClC=1C(=CC2=C(C[C@](O2)(C2=CC=CC=C2)CNC)C1)F (2S,4S)-5-Chloro-6-fluoro-2-((methylamino)methyl)-2-phenyl-2,3-dihydrobenzofuran